COC(=O)C1=NN(C=C1)CC1=CC=C(C=C1)OC 1-(4-methoxybenzyl)-1H-pyrazole-3-carboxylic acid methyl ester